Cl.Cl.C1(CC1)OC1=C(C=CC=C1)C1=C(C=NC=C1)C1(CC1)NCC=1C=C(C=CC1C)C(CCCC(=O)NC[C@@H]([C@H]([C@@H]([C@@H](CO)O)O)O)O)C 5-[3-[([1-[4-(2-cyclopropoxyphenyl)pyridin-3-yl]cyclopropyl]amino)methyl]-4-methylphenyl]-N-[(2S,3R,4R,5R)-2,3,4,5,6-pentahydroxyhexyl]hexanamide dihydrochloride